FC1=CC(=C(C=C1)C=1C=CC=2N(C1)C(=CN2)CNC)OCCC=2C(=NN(C2C)C)CS(=O)(=O)C {[6-(4-fluoro-2-{2-[3-(methanesulfonylmethyl)-1,5-dimethyl-1H-pyrazol-4-yl]ethoxy}phenyl)imidazo[1,2-a]pyridin-3-yl]methyl}(methyl)amine